C1(=C(C=CC=C1)OCC(=O)O)OCC(=O)O 1,2-phenylenedioxydiacetic acid